N[C@@]1(CN(CC1)C1=C(C=NC(=C1C1=CC(=CC(=C1)F)F)C)C(=O)NC1CCC(CC1)(F)F)C 4-[(3S)-3-amino-3-methylpyrrolidin-1-yl]-N-(4,4-difluorocyclohexyl)-5-(3,5-difluorophenyl)-6-methylpyridine-3-carboxamide